rac-tert-Butyl (3R,4R)-4-(((5,6-difluoropyrimidin-4-yl)amino)methyl)-3-hydroxypiperidine-1-carboxylate FC=1C(=NC=NC1F)NC[C@@H]1[C@H](CN(CC1)C(=O)OC(C)(C)C)O |r|